C(#N)C=1C=C(C=CC1)C=1C=C(C=NC1)C(=O)NC1CCCCC1 5-(3-cyanophenyl)-N-cyclohexylpyridine-3-carboxamide